3-[2-(azetidin-3-yl)ethyliden]-6alpha-hydroxymethylandrostane-7,17-dione N1CC(C1)CC=C1CC2[C@H](C([C@H]3[C@@H]4CCC([C@@]4(C)CC[C@@H]3[C@]2(CC1)C)=O)=O)CO